CN1C(CN(C2=CC=CC=C12)C1=CC=C(C=C1)C(F)(F)F)CNC(C=C)=O N-((1-methyl-4-(4-(trifluoromethyl)phenyl)-1,2,3,4-tetrahydroquinoxalin-2-yl)methyl)acrylamide